N(=[N+]=[N-])C=1C=CC2=C(N(C(O2)=O)C)C1 5-azido-3-methylbenzo[d]oxazol-2(3H)-one